dodecyl 3-((4-((4-dodecylphenyl)amino)-4-iminobutyl)thio)propanoate C(CCCCCCCCCCC)C1=CC=C(C=C1)NC(CCCSCCC(=O)OCCCCCCCCCCCC)=N